2-((4-bromophenyl)sulfonyl)-6-fluorobenzaldehyde BrC1=CC=C(C=C1)S(=O)(=O)C1=C(C=O)C(=CC=C1)F